2',3',4',5',6'-pentafluoro-2-methyl-5-nitro-[1,1'-biphenyl]-4-ol FC1=C(C(=C(C(=C1F)F)F)F)C1=C(C=C(C(=C1)[N+](=O)[O-])O)C